C(C1=CC=CC=C1)S(=O)(=O)C1=NC2=C(N1CC1OCCC1)C=C(C=C2)C(=O)OC methyl 2-(benzylsulfonyl)-1-((tetrahydrofuran-2-yl) methyl)-1H-benzo[d]imidazole-6-carboxylate